FC(CP(OC(C(F)(F)F)C)([O-])=O)(F)F methyl(2,2,2-trifluoroethyl) (2,2,2-trifluoroethyl)phosphonate